N-[[2-bromo-3-(3-chloro-5-fluoro-phenoxy)-6-(difluoromethylsulfonyl)phenyl]methyl]acetamide BrC1=C(C(=CC=C1OC1=CC(=CC(=C1)F)Cl)S(=O)(=O)C(F)F)CNC(C)=O